O1N=CN=C1C1=NC=CC(=C1)C1=NOC(=N1)C(F)(F)F 3-(2-(1,2,4-oxadiazol-5-yl)pyridin-4-yl)-5-(trifluoromethyl)-1,2,4-oxadiazole